ClC=1C=CC(=C(C1)C1=CC2=C(OCCN2C2=CC(=NC=C2)NC(CCN2CCOCC2)=O)C=N1)F N-{4-[7-(5-chloro-2-fluorophenyl)-1H,2H,3H-pyrido[3,4-b][1,4]oxazin-1-yl]pyridin-2-yl}-3-(morpholin-4-yl)propanamide